tert-butyl 1-(3,4-dichlorophenyl)-2-oxa-5-azabicyclo[2.2.1]heptane-5-carboxylate ClC=1C=C(C=CC1Cl)C12OCC(N(C1)C(=O)OC(C)(C)C)C2